(S)-2-(5-methylpyridin-3-yl)-N-(1,2,3,4-tetrahydronaphthalen-1-yl)benzo[d]thiazole-6-carboxamide CC=1C=C(C=NC1)C=1SC2=C(N1)C=CC(=C2)C(=O)N[C@H]2CCCC1=CC=CC=C21